C(C=CCCCCCCCCCCCCCCC)(=O)[O-].[Nb+5].C(C=CCCCCCCCCCCCCCCC)(=O)[O-].C(C=CCCCCCCCCCCCCCCC)(=O)[O-].C(C=CCCCCCCCCCCCCCCC)(=O)[O-].C(C=CCCCCCCCCCCCCCCC)(=O)[O-] niobium octadecenoate